4-bromo-3-[3-(morpholinomethyl)benzyloxy]thiophene-2-carboxylic acid methyl ester COC(=O)C=1SC=C(C1OCC1=CC(=CC=C1)CN1CCOCC1)Br